dimethyl-(4-cyclobutyl-phenyl)silane C[SiH](C1=CC=C(C=C1)C1CCC1)C